6-[3-(5-chloro-2-methoxypyridine-3-sulfonamido)-2,6-difluorophenyl]-7-fluoro-N-(4-hydroxybutan-2-yl)-1H-indazole-3-carboxamide ClC=1C=C(C(=NC1)OC)S(=O)(=O)NC=1C(=C(C(=CC1)F)C1=CC=C2C(=NNC2=C1F)C(=O)NC(C)CCO)F